BrC=1C(=CC(=C(C1)NC(C(O)C1=C(C=CC=C1F)Cl)=O)F)F N-(5-Bromo-2,4-difluorophenyl)-2-(2-chloro-6-fluorophenyl)-2-hydroxyacetamide